t-butyl 5-bromospiro[indole-3,4'-piperidine]-1'-carboxylate BrC=1C=C2C(=CC1)N=CC21CCN(CC1)C(=O)OC(C)(C)C